8-tricyclo[5.2.1.02,6]decanyl methacrylate C(C(=C)C)(=O)OC1C2C3CCCC3C(C1)C2